ClC1=CC=C(CN2N=CC(=C2)C=O)C=C1 1-(4-chlorobenzyl)-1H-pyrazole-4-carbaldehyde